tert-butyl 2-chloro-4-((4-cyclohexylphenyl)amino)-5,7-dihydro-6H-pyrrolo[3,4-d]pyrimidine-6-carboxylate ClC=1N=C(C2=C(N1)CN(C2)C(=O)OC(C)(C)C)NC2=CC=C(C=C2)C2CCCCC2